oleic acid dilinoleate C(CCCCCCC\C=C/C\C=C/CCCCC)(=O)O.C(CCCCCCC\C=C/C\C=C/CCCCC)(=O)O.C(CCCCCCC\C=C/CCCCCCCC)(=O)O